ClC1=C(C=CC=C1NC(=O)C=1N(C2=C(CN(CC2)C)N1)C)C1=C(C(=CC=C1)C=1OC2=C(N1)C=C(C=C2C#N)C=O)C N-(2-chloro-3'-(7-cyano-5-formylbenzo[d]oxazol-2-yl)-2'-methylbiphenyl-3-yl)-1,5-dimethyl-4,5,6,7-tetrahydro-1H-imidazo[4,5-c]pyridine-2-carboxamide